((1R,5S,6s)-6-((4-(2-aminopropan-2-yl)-6-(4-fluorophenyl)pyridin-2-yl)oxy)-3-azabicyclo[3.1.0]hexan-3-yl)(8-fluoro-2-methylimidazo[1,2-a]pyridin-6-yl)methanone NC(C)(C)C1=CC(=NC(=C1)C1=CC=C(C=C1)F)OC1[C@@H]2CN(C[C@H]12)C(=O)C=1C=C(C=2N(C1)C=C(N2)C)F